2-(N-methyl-N-tert-butoxycarbonylamino)ethyl isothiocyanate CN(C(=O)OC(C)(C)C)CCN=C=S